ClC1=CC=C(C=C1)C1=NN(C(C1C1=CC=CC=C1)(C)C)\C(\NC(=O)NC(C)=O)=N/S(=O)(=O)C1=CC=C(C=C1)C(F)(F)F N-((E)-N'-((Z)-(3-(4-chlorophenyl)-5,5-dimethyl-4-phenyl-4,5-dihydro-1H-pyrazol-1-yl)(((4-(trifluoromethyl)phenyl)sulfonyl)imino)methyl)carbamoyl)acetamide